(R)-3-(4-phenoxyphenyl)-1-(piperidin-3-yl)-1H-pyrazolo[3,4-d]Pyrimidine-4-amine O(C1=CC=CC=C1)C1=CC=C(C=C1)C1=NN(C2=NC=NC(=C21)N)[C@H]2CNCCC2